FC1(CCN(CC1)C=1C=2N(C=C(C1)N)C(=CN2)F)F 8-(4,4-difluoropiperidin-1-yl)-3-fluoroimidazo[1,2-a]Pyridin-6-amine